(3R,4S)-4-(5-fluoro-1-methyl-pyrazol-4-yl)-2-oxo-pyrrolidine-3-carboxylic acid FC1=C(C=NN1C)[C@@H]1[C@H](C(NC1)=O)C(=O)O